C(CCCCCC)OC(C1=CC(C(=O)O)=CC=C1)=O.C(C1=CC(C(=O)O)=CC=C1)(=O)OCCCCCC n-hexyl isophthalate (n-heptyl)isophthalate